[2-Cyclopropyl-4-oxo-7-(propan-2-yl)-4H,5H-furo[2,3-d]pyridazin-5-yl]-N-{[1,2,4]triazolo[4,3-b]pyridazin-6-yl}acetamide C1(CC1)C1=CC2=C(C(=NN(C2=O)CC(=O)NC=2C=CC=3N(N2)C=NN3)C(C)C)O1